C(C)(C)(C)O[C@H]1[C@H](C[C@H]2N(CCC3=CC(=C(C=C23)OC)O)C1)O (2S,3R,11bR)-3-(tert-butoxy)-10-methoxy-1,3,4,6,7,11b-hexahydro-2H-pyrido[2,1-a]isoquinoline-2,9-diol